3,3-dibutyl-8-hydroxy-7-(methylthio)-5-phenyl-2,3,4,5-tetrahydrobenzo[f][1,2,5]thiadiazepine C(CCC)C1(NSC2=C(N(C1)C1=CC=CC=C1)C=C(C(=C2)O)SC)CCCC